ClC1=C(C=CC=C1)CN1N=C(C=C1C1=CN=CS1)COC(C(=O)O)(C)C 2-([1-[(2-Chlorophenyl)methyl]-5-(1,3-thiazol-5-yl)-1H-pyrazol-3-yl]methoxy)-2-methylpropionic acid